BrC1=CC(=NC=C1)OC1C(N(CC1)C)=O 3-((4-bromopyridin-2-yl)oxy)-1-methylpyrrolidin-2-one